C1(CC1)C1=NN(C=N1)C1CC2(CN(C2)C(=O)N2CC(C2)C2=C(C=C(C=C2)OC(F)(F)F)F)C1 [6-(3-cyclopropyl-1,2,4-triazol-1-yl)-2-azaspiro[3.3]heptan-2-yl]-[3-[2-fluoro-4-(trifluoromethoxy)phenyl]azetidin-1-yl]methanone